ClC1=CC2=C(N=C(S2)N)C=C1 6-Chlorobenzo[d]thiazol-2-amin